(4-methylpiperazin-1-yl)(4-(7-((3-(piperidin-1-yl)propyl)amino)thieno[3,2-b]pyridin-5-yl)phenyl)methanone CN1CCN(CC1)C(=O)C1=CC=C(C=C1)C1=CC(=C2C(=N1)C=CS2)NCCCN2CCCCC2